FC=1C=CC(=C(C(=O)N(C(C)C)CC=O)C1)OC 5-fluoro-2-methoxy-N-(2-oxoethyl)-N-(propan-2-yl)benzamide